2-ethylhexyl cyanoacetate C(#N)CC(=O)OCC(CCCC)CC